C1(CC=CCC1)C(=O)OCCC propyl 3-cyclohexene-1-carboxylate